4,5-dimethylthiophene CC=1C=CSC1C